(S)-1-(5-bromo-2-(1H-tetrazol-5-yl)phenyl)pentan-1-ol BrC=1C=CC(=C(C1)[C@H](CCCC)O)C1=NN=NN1